O=C1NC(CCC1N1C(N(C2=C1C=CC=C2CCC(=O)OC(C)(C)C)C)=O)=O tert-butyl 3-[1-(2,6-dioxo-3-piperidyl)-3-methyl-2-oxo-benzimidazol-4-yl]propanoate